tert-butyl (S)-2,7-diazaspiro[4.5]decane-7-carboxylate C1NCC[C@]12CN(CCC2)C(=O)OC(C)(C)C